methoxypyridinyl acrylate C(C=C)(=O)OC1=NC=CC=C1OC